2,5-dichloro-4-(trifluoromethyl)aniline ClC1=C(N)C=C(C(=C1)C(F)(F)F)Cl